O1C(CCCC1)OC1=CC=C2C(=CCOC2=C1)C1=C(C=CC=C1CC(F)(F)F)C1CNCCC1 7-((tetrahydro-2H-pyran-2-yl)oxy)-3-(2,2,2-trifluoroethyl-(2H-chromen-4-yl)phenyl)piperidine